2-methylbicyclo[2.2.2]oct-2,5-diene CC=1C2C=CC(C1)CC2